nonyldimethyl-ammonium phosphate P(=O)([O-])([O-])[O-].C(CCCCCCCC)[NH+](C)C.C(CCCCCCCC)[NH+](C)C.C(CCCCCCCC)[NH+](C)C